The molecule is an aminoquinoline that is 1,3-di(piperazin-1-yl)propane in which the nitrogen at position 4 of each of the piperazine moieties is replaced by a 7-chloroquinolin-4-yl group. It has a role as an antimalarial. It is a N-arylpiperazine, an organochlorine compound and an aminoquinoline. C1CN(CCN1CCCN2CCN(CC2)C3=C4C=CC(=CC4=NC=C3)Cl)C5=C6C=CC(=CC6=NC=C5)Cl